Dimethyl-aminobenzene CC=1C(=C(C=CC1)N)C